Cl.FC(S(=O)(=O)N[C@@H]1[C@@H](NCC12CC2)CC=2C(=C(C=C(C2)F)C2=CC(=CC(=C2)F)F)F)F 1,1-difluoro-N-((6S,7S)-6-((2,3',5,5'-tetrafluoro-[1,1'-biphenyl]-3-yl)methyl)-5-azaspiro[2.4]heptan-7-yl)methanesulfonamide hydrochloride